COC1=CC(=C(C=C1)B(O)O)N1N=CC=C1 [4-METHOXY-2-(1H-PYRAZOL-1-YL)PHENYL]BORONIC ACID